2-(5,5-dimethyl-1,3,2-dioxaborolan-2-yl)-5,5-dimethyl-1,3,4-dioxaborolan CC1(COB(O1)C1OC(BO1)(C)C)C